NC=1SC2=C(N1)C=C(C=C2)C=2C(=C(C=CC2)N2C(N(N=C2)C\C(=C\F)\CN)=O)C 4-[3-(2-amino-1,3-benzothiazol-5-yl)-2-methylphenyl]-2-[(2E)-2-(aminomethyl)-3-fluoroprop-2-en-1-yl]-2,4-dihydro-3H-1,2,4-triazol-3-one